N1C=C(C=2C1=CN=CC2)N pyrrolo[2,3-c]pyridin-3-ylamine